N-(5-cyclopentyl-1H-pyrazol-3-yl)-5,6,7,8-tetrahydro-5,8-methanoquinazolin-2-amine C1(CCCC1)C1=CC(=NN1)NC1=NC=2C3CCC(C2C=N1)C3